ClC=1C=C(C=CC1)N[C@@H](CC(C)C)C(=O)N1C2CC(C(C1C(=O)NC(CC1C(NCC1)=O)C#N)CC2)(F)F 2-((3-chlorophenyl)-leucyl)-N-(1-cyano-2-(2-oxopyrrolidin-3-yl)ethyl)-5,5-difluoro-2-azabicyclo[2.2.2]octane-3-carboxamide